(2S,4S)-4-((2-(1-(4-methoxybenzyl)-2,6-dioxopiperidin-3-yl)-1-oxoisoindolin-5-yl)oxy)-2-methylpyrrolidine-1-carboxylic acid tert-butyl ester C(C)(C)(C)OC(=O)N1[C@H](C[C@@H](C1)OC=1C=C2CN(C(C2=CC1)=O)C1C(N(C(CC1)=O)CC1=CC=C(C=C1)OC)=O)C